C[C@H]1[C@H](NC(O1)=O)CCCCC(=O)O 5-((4r,5s)-5-methyl-2-oxooxazolidin-4-yl)pentanoic acid